6-(1,4-dimethyl-1H-1,2,3-triazol-5-yl)-3-methyl-4-((3-methylpyridin-2-yl)(tetrahydro-2H-pyran-4-yl)methyl)-4H-thieno[2',3':4,5]pyrrolo[3,2-b]pyridine CN1N=NC(=C1C=1C=C2C(=NC1)C1=C(N2C(C2CCOCC2)C2=NC=CC=C2C)C(=CS1)C)C